5-{4-[(3S)-3-amino-3-methylpyrrolidin-1-yl]-5-{6-methyl-1H-imidazo[4,5-b]pyridin-2-yl}pyridin-3-yl}-2-fluorobenzonitrile N[C@@]1(CN(CC1)C1=C(C=NC=C1C=1NC=2C(=NC=C(C2)C)N1)C=1C=CC(=C(C#N)C1)F)C